C(CCCCCCCCCCC)(=O)NCCC(=O)[O-] lauroylβ-alaninate